N-(4-t-butoxycarbonylphenyl)maleimide C(C)(C)(C)OC(=O)C1=CC=C(C=C1)N1C(C=CC1=O)=O